C(#N)[C@H]1C[C@H](C1)S(=O)(=O)N1C[C@H](CCC1)C(=O)N1[C@H](CCC1)C(=O)NCC1=CC=C(C=C1)C(F)(F)F 1-(((3S)-1-((cis-3-cyanocyclobutyl)sulfonyl)-3-piperidinyl)carbonyl)-N-(4-(trifluoromethyl)benzyl)-D-prolinamide